BrC=1C=CC(N(C1Cl)C)=O 5-bromo-6-chloro-1-methylpyridin-2(1H)-one